N-((3-Fluoro-1-methylazetidin-3-yl)methyl)-5-(1H-pyrrolo[2,3-b]pyridin-3-yl)pyrazolo[1,5-a]pyridine-3-carboxamide FC1(CN(C1)C)CNC(=O)C=1C=NN2C1C=C(C=C2)C2=CNC1=NC=CC=C12